2-Amino-6-bromo-3-nitro-phenol NC1=C(C(=CC=C1[N+](=O)[O-])Br)O